C1(CC1)N1N=C2C(=CC(=CC2=C1)C=1C(=CC(=C(C1)NC(=O)N1C[C@@H](CC1)CC(F)(F)F)F)C)N1CCOCC1 (S)-N-(5-(2-Cyclopropyl-7-morpholino-2H-indazol-5-yl)-2-fluoro-4-methylphenyl)-3-(2,2,2-trifluoroethyl)pyrrolidine-1-carboxamide